N-(((3s,5s,7s)-adamantan-1-yl)carbamoyl)-4-(trifluoromethoxy)benzenesulfonamide C12(CC3CC(CC(C1)C3)C2)NC(=O)NS(=O)(=O)C2=CC=C(C=C2)OC(F)(F)F